4-chloro-7-((3aR,4R,6aS)-2,2-dimethyltetrahydrothieno[3,4-d][1,3]dioxol-4-yl)-5-iodo-7H-pyrrolo[2,3-d]pyrimidine ClC=1C2=C(N=CN1)N(C=C2I)[C@@H]2SC[C@H]1OC(O[C@H]12)(C)C